C(N)(OC1CC2CCC(C1)N2C2=NC(=C1C(=N2)NN=C1Br)C#N)=O (exo-8-(3-bromo-4-cyano-1H-pyrazolo[3,4-d]pyrimidin-6-yl)-8-azabicyclo[3.2.1]oct-3-yl) carbamate